COC(C(C(C)C)C1=CC(=NO1)OS(=O)(=O)C(C(C(C(F)(F)F)(F)F)(F)F)(F)F)=O 3-methyl-2-(3-(((perfluorobutyl)sulfonyl)oxy)isoxazol-5-yl)butyric acid methyl ester